N[C@H]1CS(C2=C(N(C1=O)CC1=CC=C(C=C1)OC(F)(F)F)C=C(C(=C2)F)C2=NOC(=N2)C2(OCCC2)CO)(=O)=O (3R)-3-amino-8-fluoro-7-[5-[2-(hydroxymethyl)tetrahydro-furan-2-yl]-1,2,4-oxadiazol-3-yl]-1,1-dioxo-5-[[4-(trifluoromethoxy)phenyl]methyl]-2,3-dihydro-1λ6,5-benzothiazepin-4-one